2-fluoro-4-(((3S,4R)-4-hydroxy-4-(hydroxymethyl)pyrrolidin-3-yl)oxy)benzonitrile hydrochloride Cl.FC1=C(C#N)C=CC(=C1)O[C@H]1CNC[C@]1(CO)O